sulfamoyl-phenyl-silane S(N)(=O)(=O)[SiH2]C1=CC=CC=C1